N[C@@H]1C2=CC=CC=C2CC12CCN(CC2)C=2N=CC(=NC2CO)C#CCOC2=CC=C(C=C2)CC(=O)N (S)-2-(4-((3-(5-(1-Amino-1,3-dihydrospiro[indene-2,4'-piperidin]-1'-yl)-6-(hydroxyl-methyl)pyrazin-2-yl)prop-2-yn-1-yl)oxy)phenyl)acetamide